6-((2-(3-(dimethylamino)pyrrolidin-1-yl)ethoxy)methyl)pyridin CN(C1CN(CC1)CCOCC1=CC=CC=N1)C